((tetrahydro-2H-pyran-2-yl)oxy)propionamide O1C(CCCC1)OC(C(=O)N)C